2,2'-bis(di-p-tolylphosphino)-6,6'-dimethoxy-1,1'-biphenyl C1(=CC=C(C=C1)P(C1=C(C(=CC=C1)OC)C1=C(C=CC=C1OC)P(C1=CC=C(C=C1)C)C1=CC=C(C=C1)C)C1=CC=C(C=C1)C)C